2-(6-(hydroxymethyl)-2,2,7-trimethyl-2H-chromen-5-yloxy)-1-(2-(phenyloxy)-4-ethylphenyl)ethanone OCC=1C(=C2C=CC(OC2=CC1C)(C)C)OCC(=O)C1=C(C=C(C=C1)CC)OC1=CC=CC=C1